C(\C=C\C(=O)O)(=O)O.C(C)N(C(C1=C(C=CC(=C1)F)OC1=C(N=CN=N1)N1CC2(CN(C2)[C@@H](C(C)C)CCCN(C)C[C@H](COC)O)CC1)=O)C(C)C N-Ethyl-5-fluoro-2-((5-(2-((R)-6-(((R)-2-hydroxy-3-methoxypropyl)(methyl)amino)-2-methylhexan-3-yl)-2,6-diazaspiro[3.4]oct-6-yl)-1,2,4-triazin-6-yl)oxy)-N-isopropylbenzamide fumarate